5-chloro-2-[(3-methoxyazetidin-1-yl)methyl]-7,8-dihydro-6H-spiro[[1,3]oxazolo[5,4-f]quinazoline-9,1'-cyclohexan]-7-one ClC=1C=C2C(=C3C1NC(NC31CCCCC1)=O)OC(=N2)CN2CC(C2)OC